ClC1=NC(=NC(=C1)C1(C(C1(C)C)(C)C)C)N 4-chloro-6-(1,2,2,3,3-pentamethylcyclopropyl)pyrimidin-2-amine